Dimethyl 2,3-furandicarboxylate O1C(=C(C=C1)C(=O)OC)C(=O)OC